NCCCOC1=C(C(=CC=C1)OC)N1C=NC(=C1)NC=1N=CC(=NC1)C#N 5-((1-(2-(3-Aminopropoxy)-6-methoxyphenyl)-1H-imidazol-4-yl)amino)pyrazine-2-carbonitrile